4,6-difluoro-1-((2-(trimethylsilyl)ethoxy)methyl)-1H-indazole FC1=C2C=NN(C2=CC(=C1)F)COCC[Si](C)(C)C